4-(pyrimidin-2-yl)formamidophenylboronic acid N1=C(N=CC=C1)C(=O)NC1=CC=C(C=C1)B(O)O